(R)-ethyl 2-(4-(2-(3-(2-hydroxyphenyl)-5-methyl-7,8-dihydro-5H-pyrido[3',4':4,5]pyrrolo[2,3-c]pyridazin-6(9H)-yl)pyrimidin-5-yl)piperazin-1-yl)spiro[3.5]nonane-7-carboxylate OC1=C(C=CC=C1)C1=CC2=C(N=N1)NC1=C2[C@H](N(CC1)C1=NC=C(C=N1)N1CCN(CC1)C1CC2(C1)CCC(CC2)C(=O)OCC)C